3-(2-Methyl-2,3,3a,7a-tetrahydro-benzofuran-5-yl)-2-(2-methylpyridin-4-yl)imidazo[1,2-a]pyrimidine CC1OC2C(C1)C=C(C=C2)C2=C(N=C1N2C=CC=N1)C1=CC(=NC=C1)C